Cl.CN[C@@H]1COC2=C1C=CC(=C2)C(F)(F)F (S)-N-methyl-6-(trifluoromethyl)-2,3-dihydrobenzofuran-3-amine hydrogen chloride